methyl 5-(benzhydrylideneamino)-2-[hydroxy-[1-(2-trimethylsilylethoxymethyl)pyrrolo[2,3-b]pyridin-3-yl]methyl]thiazole-4-carboxylate C(C1=CC=CC=C1)(C1=CC=CC=C1)=NC1=C(N=C(S1)C(C1=CN(C2=NC=CC=C21)COCC[Si](C)(C)C)O)C(=O)OC